N-[(3,5-Difluorophenyl)acetyl]-L-alanyl-2-phenylglycine-1,1-dimethylethyl ester CC(C)(C)OC(C(NC([C@@H](NC(CC1=CC(=CC(=C1)F)F)=O)C)=O)C1=CC=CC=C1)=O